ClC1=C(C(=CC(=C1)F)F)NC=1N(C2=NC(=NC=C2N1)N[C@H]1CN(CCC1)C1=CC=CC=C1)C1CCC(CC1)C(=O)N (1S,4s)-4-(8-(2-chloro-4,6-difluorophenylamino)-2-((R)-1-phenylpiperidin-3-ylamino)-9H-purin-9-yl)cyclohexanecarboxamide